[2-(3,4-dimethoxyphenethyl)]-3',4'-dimethoxy-1,1'-biphenyl COC=1C=C(CCC2=C(C=CC=C2)C2=CC(=C(C=C2)OC)OC)C=CC1OC